CC1(NCCC2=CC=CC=C12)C 1,1-dimethyl-1,2,3,4-tetrahydroisoquinolin